(2,2-dimethylcyclopropyl)ethan-1-one CC1(C(C1)C(C)=O)C